N[C@@H]1CN(CC1)C1=C(C=C2C(=N1)N=C(S2)N2CCOCC2)NC(=O)C=2N=C(OC2)C2=CC(=NC=C2)C (S)-N-(5-(3-aminopyrrolidin-1-yl)-2-morpholinothiazolo[4,5-b]pyridin-6-yl)-2-(2-methylpyridin-4-yl)oxazole-4-carboxamide